(2S)-2-[(3R)-1-tert-Butoxycarbonylpyrrolidin-3-yl]-3-[3-[2-(cyclohexyloxy)-3-pyridinyl]phenyl]propanoic acid C(C)(C)(C)OC(=O)N1C[C@H](CC1)[C@@H](C(=O)O)CC1=CC(=CC=C1)C=1C(=NC=CC1)OC1CCCCC1